2-amino-1,8-dihydroxy-hydroxy-naphthalene-sulfonic acid NC1C(C2=C(C=CC=C2C=C1O)O)(S(=O)(=O)O)O